bisammonium pyrophosphate [O-]P([O-])(=O)OP(=O)(O)O.[NH4+].[NH4+]